5-xylenesulfonate C1(CC=CC(=C1)C)(C)S(=O)(=O)[O-]